C(C=C)(=O)N1CC(C1)OC=1C=C2C(=NC=NC2=CC1OC)NC=1C=C(C=CC1OC)C=1C=C(C=NC1)NC(C1=CC(=CC=C1)F)=O N-(5-(3-((6-((1-acryloylazetidin-3-yl)oxy)-7-methoxyquinazolin-4-yl)amino)-4-methoxyphenyl)pyridin-3-yl)-3-fluorobenzamide